FC1(C(CN(CC1)[C@H](C(=O)NC=1SC2=C(N1)C=C1C(=C2)OC(O1)(F)F)C)C=1C2=C(C(NC1)=O)COC2)F (2S)-2-(4,4-difluoro-3-(4-oxo-1,3,4,5-tetrahydrofuro[3,4-c]pyridin-7-yl)piperidin-1-yl)-N-(2,2-difluoro-[1,3]dioxolo[4',5':4,5]benzo[1,2-d]thiazol-6-yl)propanamide